FC=1C=C(C=CC1NC1=NC=C(C(=N1)C1=C2OC[C@@H](N3C(=NC(C(=C1)F)=C32)C(C)(C)O)C)F)S(=O)(=O)NC (S)-3-Fluoro-4-((5-fluoro-4-(8-fluoro-2-(2-hydroxypropan-2-yl)-3-methyl-3,4-dihydro-5-oxa-1,2a-diazaacenaphthylene-6-yl)pyrimidin-2-yl)amino)-N-methylbenzenesulfonamide